bromo-1-(4-bromophenyl)-1,3,3-trimethylindane BrC1C(C2=CC=CC=C2C1(C)C)(C)C1=CC=C(C=C1)Br